3-[[(7S)-1-[3-[[(1S)-1-(2,2-difluoro-1,3-benzodioxol-5-yl)ethyl]amino]-4-fluoro-phenyl]-3-(trifluoromethyl)-4,5,6,7-tetrahydroindazol-7-yl]oxy]bicyclo[1.1.1]pentane-1-carboxylic acid FC1(OC2=C(O1)C=CC(=C2)[C@H](C)NC=2C=C(C=CC2F)N2N=C(C=1CCC[C@@H](C21)OC21CC(C2)(C1)C(=O)O)C(F)(F)F)F